C1([C@H](O)[C@@H](O)[C@@H](CO)O1)=O D-xylono-1,4-lactone